5-fluoro-1-(4-fluoro-3-methyl-phenyl)-2-isopropyl-indole-3-carboxylic acid FC=1C=C2C(=C(N(C2=CC1)C1=CC(=C(C=C1)F)C)C(C)C)C(=O)O